(3R)-7-fluoro-3,11-dimethyl-10-oxa-2,13,17,18,21-pentaazapentacyclo[13.5.2.18,11.04,9.018,22]tricosa-1(21),4,6,8,15(22),16,19-heptaen-14-one FC1=CC=C2[C@H](NC=3C=CN4N=CC(C(NCC5(OC2=C1C5)C)=O)=C4N3)C